3-(((6-chloropyrazin-2-yl)oxy)methyl)pyridazine ClC1=CN=CC(=N1)OCC=1N=NC=CC1